C(CCC(C)C)C(C(=O)O)=C isohexylacrylic acid